Di-tert-butyl (S)-2-hydroxypentanedioate O[C@H](C(=O)OC(C)(C)C)CCC(=O)OC(C)(C)C